3-(2-(ethyl(methyl)amino)ethyl)-1H-indol-5-ol C(C)N(CCC1=CNC2=CC=C(C=C12)O)C